5-bromo-2-chloro-3-(2-cyclohexylidenehydrazineyl)pyridine BrC=1C=C(C(=NC1)Cl)NN=C1CCCCC1